4-(6-Cyanoquinolin-4-ylamino)-N-(6-(pyridin-4-ylamino)pyridin-3-yl)benzamide methyl-(3S)-1-(pyridin-3-ylmethyl)pyrrolidine-3-carboxylate COC(=O)[C@@H]1CN(CC1)CC=1C=NC=CC1.C(#N)C=1C=C2C(=CC=NC2=CC1)NC1=CC=C(C(=O)NC=2C=NC(=CC2)NC2=CC=NC=C2)C=C1